ClC1=C(C(=O)N2COC3=C(C2)C=CC=C3C3=CC(=C(C(=O)OC)C=C3F)N3CCOCC3)C=C(C(=C1)OC)CC methyl 4-[3-(2-chloro-5-ethyl-4-methoxybenzoyl)-2,4-dihydro-1,3-benzoxazin-8-yl]-5-fluoro-2-morpholin-4-ylbenzoate